BrC1=CC=C(C=2CNCCOC21)F 9-bromo-6-fluoro-3,5-dihydro-2H-1,4-benzoxazepine